2-(6-methoxy-3-(4,4,5,5-tetramethyl-1,3,2-dioxaborolan-2-yl)pyrazolo[1,5-a]pyrimidin-5-yl)propan-2-ol COC=1C(=NC=2N(C1)N=CC2B2OC(C(O2)(C)C)(C)C)C(C)(C)O